N1[C@H](CNCC1)C(=O)[O-] (R)-piperazine-2-carboxylate